1-allyl-3-methyl-imidazole chloride salt [Cl-].C(C=C)N1CN(C=C1)C